O=[13C](C)CCC1=CC(OC)=C(O)C=C1 zingerone-13C